hydroxyl-fluorine tellurate [Te](=O)(=O)(O)O.OF